COC1=CC=C(C=C1)/C=C/C(=O)C=1C(NC2=CC=CC=C2C1C)=O 3-[(2E)-3-(4-methoxyphenyl)prop-2-enoyl]-4-methyl-1,2-dihydroquinolin-2-one